(4-Ethyl-3-(hydroxymethyl)-5-oxo-4,5-dihydro-1H-1,2,4-triazol-1-yl)-3-fluoro-6-(2-fluoro-5-tolyl)-8-isopropyl-1,6-naphthyridin-5(6H)-one C(C)N1C(=NN(C1=O)C1=NC=2C(=CN(C(C2C=C1F)=O)C=1C=CC(=C(C1)C)F)C(C)C)CO